COCCOC1=CC=C(OC2CCNCC2)C=C1 4-[4-(2-methoxyethoxy)phenoxy]piperidine